tert-Butyl (2R,4S) and (2S,4S)-2-(2-(3-acetyl-5-bromo-1H-indazol-1-yl)acetyl)-4-fluoropyrrolidine-1-carboxylate C(C)(=O)C1=NN(C2=CC=C(C=C12)Br)CC(=O)[C@@H]1N(C[C@H](C1)F)C(=O)OC(C)(C)C |&1:16|